NC1=NC=NN2C1=C(C=C2C=2C=C(C(=NC2)OC)C(=O)N[C@@H]2CN(C[C@@H]2F)C2CCCCC1=C2C=CC=C1)C(F)(F)F 5-[4-amino-5-(trifluoromethyl)-pyrrolo[2,1-f][1,2,4]triazin-7-yl]-N-[(3R,4S)-4-fluoro-1-{6,7,8,9-tetrahydro-5H-benzo-[7]annulen-5-yl}pyrrolidin-3-yl]-2-methoxypyridine-3-carboxamide